2-(3,6-dichloro-5-methyl-pyridazin-4-yl)ethanol ClC=1N=NC(=C(C1CCO)C)Cl